6-chloro-1-(6-(cyclopropanecarboxamido)-4-meth-ylpyridin-3-yl)-7-(5,7-dihydro-6H-pyrrolo[3,4-b]pyridin-6-yl)-4-oxo-1,4-dihydroquinoline-3-carboxylic acid ClC=1C=C2C(C(=CN(C2=CC1N1CC2=NC=CC=C2C1)C=1C=NC(=CC1C)NC(=O)C1CC1)C(=O)O)=O